N1C=NC2=C1C=C(C=C2)N2C(OC[C@@H]2C2=CC=C(C=C2)N2CCN(CC2)C2=CC=CC=C2)=O (S)-3-(1H-Benzo[d]imidazol-6-yl)-4-(4-(4-phenylpiperazin-1-yl)phenyl)oxazolidin-2-on